FC1=C(C=CC(=C1)C1=NC=2C=NC(=NC2N(C1=O)C(C)C)N[C@@H]1CNC[C@@](C1)(C)F)NS(=O)(=O)CC1=CC=CC=C1 N-(2-fluoro-4-(2-(((3S,5S)-5-fluoro-5-methylpiperidin-3-yl)-amino)-8-isopropyl-7-oxo-7,8-dihydropteridin-6-yl)phenyl)-1-phenyl-methanesulfonamide